CC1(C(NC2=C(O1)C(=NC=N2)N2CC1(C2)CNCC1)=O)C 2-(6,6-dimethyl-7-oxo-7,8-dihydro-6H-pyrimido[5,4-b][1,4]oxazin-4-yl)-2,6-diazaspiro[3.4]octane